3-(6-chloro-1H-pyrazolo[4,3-c]pyridin-3-yl)-6-ethyl-3,6-diazabicyclo[3.1.1]heptane ClC1=CC2=C(C=N1)C(=NN2)N2CC1N(C(C2)C1)CC